3-{4-[4-(pyridin-2-ylmethoxy)thiophen-3-yl]-1H-1,2,3-triazol-1-yl}piperidine-2,6-dione N1=C(C=CC=C1)COC=1C(=CSC1)C=1N=NN(C1)C1C(NC(CC1)=O)=O